C[C@H]1OC2=CC=CC=C2[C@@H](C1)CS(=O)(=O)N |o1:1,9| ((2R*,4R*)-2-methylchroman-4-yl)methanesulfonamide